methyl N-[5-[6-[4-(4-fluorophenyl)-5,6-dihydro-1,2,4-oxadiazin-3-yl]imidazo[1,2-a]pyridin-3-yl]-2-pyridyl]carbamate FC1=CC=C(C=C1)N1C(=NOCC1)C=1C=CC=2N(C1)C(=CN2)C=2C=CC(=NC2)NC(OC)=O